CN1N=C(C=2C=NC=C(C21)N)C 1,3-dimethyl-1H-pyrazolo[4,3-c]pyridin-7-amine